(S)-4-(3-chloropyrrolidin-1-yl)-fluoroaniline Cl[C@@H]1CN(CC1)C1=CC=C(NF)C=C1